NC1=NC=NN2C1=CC=C2[C@H]2[C@@H]([C@@H]([C@@](O2)(C#N)COP(=O)(OC2=CC=CC1=CC=CC=C21)N[C@@H](C)C(=O)OC2CCCCC2)O)O cyclohexyl ((((2R,3S,4R,5S)-5-(4-aminopyrrolo[2,1-f][1,2,4]triazin-7-yl)-2-cyano-3,4-dihydroxytetrahydrofuran-2-yl)methoxy)(naphthalen-1-yloxy)phosphoryl)-L-alaninate